C(#N)C1=CC=C2CC[C@@H](C2=C1)N[S@@](=O)C(C)(C)C (S)-N-[(S)-6-cyano-2,3-dihydro-1H-inden-1-yl]-2-methylpropan-2-sulfinamide